CN1N=NC2=C1C=CC(=C2C)[C@H](CC(=O)O)C2=CC(=C(C=C2)C)CN2C[C@H](OC1=C(C2)N=CC=C1)CC (R)-3-(1,4-dimethyl-1H-benzo[d][1,2,3]triazol-5-yl)-3-(3-(((R)-2-ethyl-2,3-dihydropyrido[2,3-f][1,4]oxazepin-4(5H)-yl)methyl)-4-methylphenyl)propionic acid